tert-Butyl 4-[2-(7-{[(2R)-1,4-dioxan-2-ylmethyl]carbamoyl}-8-methyl-4,5-dihydro-2H-furo[2,3-g]indazol-2-yl)ethyl]piperazine-1-carboxylat O1[C@@H](COCC1)CNC(=O)C1=C(C2=C(CCC3=CN(N=C23)CCN2CCN(CC2)C(=O)OC(C)(C)C)O1)C